CCNCC.C(=C(F)F)(C(F)(F)F)F N,N-diethyl-1,1,2,3,3,3-hexafluoropropylamine